BrCC1=C(C(=O)OC)C=CC(=C1OC1=CC=CC=C1)Cl Methyl 2-(bromomethyl)-4-chloro-3-phenoxybenzoate